NC=1C=C(OC1)C(=O)OCC ethyl 4-aminofuran-2-carboxylate